2-amino-N-((2,6-dihydroxy-3'-methyl-4-pentyl-[1,1'-biphenyl]-3-yl)sulfonyl)-3-hydroxypropanamide NC(C(=O)NS(=O)(=O)C=1C(=C(C(=CC1CCCCC)O)C1=CC(=CC=C1)C)O)CO